COC=1C(=C(N)C=C(C1C)OC)C 3,5-dimethoxy-2,4-dimethylaniline